C1(=CC=CC=C1)[S+](=O)(C=1OC=CC1)C1=CC=CC=C1 diphenyl-(2-furyl)sulfoxonium